CC1=NC(=NC(=C1)C)N1CCOC2(CN(C2)C(=O)[O-])C1 8-(4,6-Dimethylpyrimidin-2-yl)-5-oxa-2,8-diazaspiro[3.5]nonane-2-carboxylate